m-toluyl chloride C1(=CC(=CC=C1)Cl)C